(1-chlorodifluorovinyl) phenyl telluride C1(=CC=CC=C1)[Te]C(=C(F)F)Cl